O.O.O.COC=1C=CC(=C2C=CC(=NC12)C)B(O)O (8-METHOXY-2-METHYL-5-QUINOLINYL)BORONIC ACID TRIHYDRATE